C1(=CC=C(C=C1)N(C1=CC=C(C=C1)C)C1=CC=2C3(C4=CC(=CC=C4C2C=C1)N(C1=CC=C(C=C1)C)C1=CC=C(C=C1)C)C1=CC(=CC=C1C=1C=CC(=CC13)N(C1=CC=C(C=C1)C)C1=CC=C(C=C1)C)N(C1=CC=C(C=C1)C)C1=CC=C(C=C1)C)C 2,2',7,7'-tetrakis(N,N-di-p-tolyl)amino-9,9-spirobifluorene